ClC1=NC(=CC(=C1CC(CC)=O)OC)Cl (2,6-dichloro-4-methoxypyridin-3-yl)butan-2-one